N1C(=CC2=CC=CC=C12)CCNC1CCN(CCC1C)C(=O)C=1C=2N(C=CC1)C(NN2)=O 8-(4-{[2-(1H-indol-2-yl)ethyl]amino}-5-methylazepane-1-carbonyl)-2H,3H-[1,2,4]triazolo[4,3-a]pyridin-3-one